3,4,5,6-tetrafluoro-1,2-benzenedinitrile FC1=C(C(=C(C(=C1F)F)F)C#N)C#N